COC=1C=C(C=CC1OC)[C@@H](C)NC(=O)C=1C=C(C=CC1C)N1[C@@H]2CN([C@H](C1)C2)C(=O)OC(C)(C)C tert-butyl (1S,4S)-5-[3-[[(1R)-1-(3,4-dimethoxyphenyl)ethyl]carbamoyl]-4-methyl-phenyl]-2,5-diazabicyclo[2.2.1]heptane-2-carboxylate